2-[3-(1-hydroxyethyl)-6-[5-[(6-methylpyridazin-3-yl)amino]benzimidazol-1-yl]-2-pyridinyl]triazol-4-carbonitrile OC(C)C=1C(=NC(=CC1)N1C=NC2=C1C=CC(=C2)NC=2N=NC(=CC2)C)N2N=CC(=N2)C#N